FC1=CC=C(C2=C1C(=C(O2)C=NS(=O)C(C)(C)C)C)F N-((4,7-difluoro-3-methylbenzofuran-2-yl)methylene)-2-methylpropane-2-sulfinamide